2-pentyl-1-cyclopentanol C(CCCC)C1C(CCC1)O